N1N=C(C=C1)C1=C(C=CC=C1)NC(C1=CC=C(C=C1)OCCN1CCCCC1)=O N-(2-(1H-pyrazol-3-yl)phenyl)-4-(2-(piperidin-1-yl)ethoxy)benzamide